NC(CC(=O)N[C@H]1CN(C[C@H](C1)C)C1=C2C=CC=NC2=C(C=C1)C(F)(F)F)(C)C 3-amino-3-methyl-N-[(3R,5S)-5-methyl-1-(8-trifluoromethyl-quinolin-5-yl)-piperidin-3-yl]-butyramide